(E)-8-Heptadecen CCCCCCC\C=C\CCCCCCCC